BrCCCNC(C=1C(C(=O)N)=CC=CC1)=O N-(3-bromopropyl)phthalamide